BrC1=NC(=C(C=C1)C)C 2-bromo-5,6-dimethylpyridine